C([C@@H]1[C@H]([C@@H](C(O1)O)O)O)OP(=O)([O-])[O-] The molecule is an organophosphate oxoanion obtained by deprotonation of the phosphate OH groups of D-arabinofuranose-5-phosphate; major species at pH 7.3. It is a conjugate acid of a D-arabinofuranose 5-phosphate.